C(C)OC1=C(C(=O)O)C=CC=C1F 2-Ethoxy-3-fluorobenzoic Acid